1-(((1r,3r)-3-(5,7-difluoro-2-(4-fluorophenyl)-1H-indol-3-yl)cyclobutyl)methyl)imidazolidin-2-one FC=1C=C2C(=C(NC2=C(C1)F)C1=CC=C(C=C1)F)C1CC(C1)CN1C(NCC1)=O